(3R)-3-methyl-4-(6-methyl-7-((1-methylcyclopropyl)sulfonyl)-2-(1H-pyrazol-3-yl)-6,7,8,9-tetrahydro-2H-1,2,3,7-tetraazabenzo[cd]azulen-4-yl)morpholine C[C@H]1N(CCOC1)C=1C=C2C3=C(N(N=C3CCN(C2C)S(=O)(=O)C2(CC2)C)C2=NNC=C2)N1